C(OC(C1=CC=CC=C1)Cl)(OC1=CC=C(C=C1)[N+](=O)[O-])=O Chloro(phenyl)methyl (4-nitrophenyl) carbonate